adamantandicarboxylic acid C12(C(C3CC(CC(C1)C3)C2)C(=O)O)C(=O)O